tert-butyl 4-(2-(4-(5-ethyl-2-(methylthio)-6-(trifluoromethyl)pyrimidin-4-yl)-1H-pyrazol-1-yl)acetyl)piperazine-1-carboxylate C(C)C=1C(=NC(=NC1C(F)(F)F)SC)C=1C=NN(C1)CC(=O)N1CCN(CC1)C(=O)OC(C)(C)C